4-amino-N-(3-chloro-4-fluorophenyl)-2-methyl-4,5,6,7-tetrahydro-2H-isoindol-1-carboxamide NC1C2=CN(C(=C2CCC1)C(=O)NC1=CC(=C(C=C1)F)Cl)C